N-(2-fluoro-4-(3-(hydroxymethyl)-1,4-diazepan-1-yl)phenyl)-7-methoxy-2-methylimidazo[1,2-a]pyridine-6-carboxamide FC1=C(C=CC(=C1)N1CC(NCCC1)CO)NC(=O)C=1C(=CC=2N(C1)C=C(N2)C)OC